C[C@@H]1N(C2=CC=CC=C2[C@@H]([C@H]1C)NC1=NC=CC=C1)C(C)=O ((2S,3R,4R)-2,3-dimethyl-4-(pyridin-2-ylamino)-3,4-dihydroquinolin-1(2H)-yl)ethanone